N1S(NC[C@@]12CN(CCC2)C(=O)OCC2=CC=CC=C2)(=O)=O benzyl (R)-2-thia-1,3,7-triazaspiro[4.5]decane-7-carboxylate 2,2-dioxide